BrC=1C=C(C=C(C1OCCO)Br)C1=CC(=C(C(=C1)Br)OCCO)Br 2,2'-[(3,3',5,5'-tetrabromo[1,1'-biphenyl]-4,4'-diyl)bis(oxy)]di(ethan-1-ol)